epsilon-9-Fluorenylmethoxycarbonyl-l-Lysine C1=CC=CC=2C3=CC=CC=C3C(C12)COC(=O)C(CCC[C@H](N)C(=O)O)N